(2,3-dichloro-4-fluorophenyl)methanone ClC1=C(C=CC(=C1Cl)F)C=O